3'-O-β-galactosyllactose [C@@H]1([C@H](O)[C@@H](O)[C@@H](O)[C@H](O1)CO)O[C@@H]1[C@H]([C@H](O[C@H]2[C@@H]([C@H](C(O)O[C@@H]2CO)O)O)O[C@@H]([C@@H]1O)CO)O